N-(2-{8-[(2-cyano-2-methylideneethyl)amino]-7-methoxynaphthalen-2-yl}pyridin-4-yl)-3-hydroxypropanamide C(#N)C(CNC=1C(=CC=C2C=CC(=CC12)C1=NC=CC(=C1)NC(CCO)=O)OC)=C